C[C@H]1[C@H]([C@H]([C@@H]([C@@H](O1)O[C@H]2[C@@H]([C@H](OC([C@@H]2O)O)CO)O[C@H]3[C@@H]([C@H]([C@H]([C@H](O3)CO)O)OS(=O)(=O)O)O)O)O)O The molecule is a trisaccharide derivative that consists of D-glucose having an alpha-L-fucosyl residue attached at position 3 and a 3-sulfated beta-D-galactosyl residue attached at position 4. It has a role as an epitope. It is an oligosaccharide sulfate and a trisaccharide derivative.